3-methylpiperidin-4-ol trifluoroacetate FC(C(=O)O)(F)F.CC1CNCCC1O